ClC1=CN=C(C(=N1)C#N)SC1=C(C(=CC=C1)Cl)Cl 6-chloro-3-((2,3-dichlorophenyl)thio)pyrazine-2-carbonitrile